C(C=C)(=O)OCCCCCCC 1-Heptyl acrylate